3-(4-diethylamino-2-methylphenyl)-3-(1-ethyl-2-methyl-indol-3-yl)-4-azaphthalide Tert-butyl-((5-(N-(tert-butyl)sulfamoyl)-2-chlorothiophen-3-yl)methyl)(methyl)carbamate C(C)(C)(C)OC(N(C)CC1=C(SC(=C1)S(NC(C)(C)C)(=O)=O)Cl)=O.C(C)N(C1=CC(=C(C=C1)C1(OC(=O)C2=CC=CN=C12)C1=C(N(C2=CC=CC=C12)CC)C)C)CC